OC1=C(C=NC2=CC=C(C=C12)OC)C(=O)OCC ethyl 4-hydroxy-6-methoxyquinoline-3-carboxylate